C(C)(C)(C)OC(C(CC1=C(C=CC=C1)F)NCC(=O)NC1=C(C=CC(=C1)Cl)N1N=NC(=C1)Cl)=O 2-((2-((5-Chloro-2-(4-chloro-1H-1,2,3-triazol-1-yl)phenyl)amino)-2-oxoethyl)amino)-3-(2-fluorophenyl)propanoic acid tert-butyl ester